C(=C)N1C=[N+](C=C1)CC 1-vinyl-3-ethyl-imidazolium